1H-benzotriazolium [NH2+]1N=NC2=C1C=CC=C2